COCCOCC1=CC=C(C=C1)C1=CC=C(C=C1)C(C)(C)NC(=O)NC1(CCN2CCC1CC2)C 1-(2-(4'-((2-methoxyethoxy)methyl)-[1,1'-biphenyl]-4-yl)propan-2-yl)-3-(4-methyl-1-azabicyclo[3.2.2]non-4-yl)urea